ClC=1C(=NC(=NC1)NC1CCOCC1)C1=CC=C2CN(C(C2=C1)=O)CC(=O)NC(C)C1=CC2=C(OCCCO2)C=C1 2-(6-{5-chloro-2-[(oxan-4-yl)amino]pyrimidin-4-yl}-1-oxo-2,3-dihydro-1H-isoindol-2-yl)-N-[1-(3,4-dihydro-2H-1,5-benzodioxepin-7-yl)ethyl]acetamide